2,6-diaminobenzo[1,2-b:4,5-b']difuran NC1=CC=2C(O1)=CC1=C(OC(=C1)N)C2